C1=CC(=CC=C1)S(=O)(=O)OC1=C(C=CC=C1)NC(=O)NC1=C(C=CC=C1)OS(=O)(=O)C=1C=CC=CC1 N,N'-di-[(3-benzenesulfonyloxy)phenyl]urea